(2S,5S)-5-{(2S,3S)-2-[2-(2-Fluoro-ethoxy)-acetylamino]-3-methyl-pentanoylamino}-4-oxo-1,2,4,5,6,7-hexahydro-azepino[3,2,1-hi]indole-2-carboxylic acid (pyridin-3-ylmethyl)-amide N1=CC(=CC=C1)CNC(=O)[C@H]1N2C3=C(C=CC=C3C1)CC[C@@H](C2=O)NC([C@H]([C@H](CC)C)NC(COCCF)=O)=O